Cl.BrC=1C(=NC(=NC1)NC1=C(C=C(C(=C1)C=1C=NN(C1)C)N1CCN(CC1)C1CCNCC1)OC)NC=1C(=C2N=CC=NC2=CC1)P(C)(C)=O (6-((5-Bromo-2-((2-methoxy-5-(1-methyl-1H-pyrazol-4-yl)-4-(4-(piperidine-4-yl)piperazin-1-yl)phenyl)amino)pyrimidin-4-yl)amino)quinoxalin-5-yl)dimethylphosphine oxide hydrochloride